C(C)C(C=O)=CC(C(CCC)O)CC 2,4-diethyl-5-hydroxyoctenal